C1=CC=CC2=CC=C3C=4CC=C(C4C=CC3=C12)CC(=O)OCC ethyl 2-[(3R,5R,8R,9R,10S,13R,14S,17R)-cyclopenta[a]phenanthren-17-yl]acetate